Racemic-(cis)-(3,4-Dimethylpyrrolidine-3,4-diyl)dimethanol C[C@]1(CNC[C@]1(C)CO)CO